C[C@H]1CN(C[C@H](N1CCOC1=NC=C(C=C1)[N+](=O)[O-])C)C(=O)OCC1=CC=CC=C1 (3S,5R)-benzyl 3,5-dimethyl-4-(2-((5-nitropyridin-2-yl)oxy)ethyl)piperazine-1-carboxylate